tert-butyl (E)-2-(3-methoxy-3-oxoprop-1-en-1-yl)-5-nitrobenzoate COC(/C=C/C1=C(C(=O)OC(C)(C)C)C=C(C=C1)[N+](=O)[O-])=O